8,8'-((3-(2-Methyl-1H-imidazol-1-yl)propyl)azanediyl)bis(N,N-didecyl-octanamide) CC=1N(C=CN1)CCCN(CCCCCCCC(=O)N(CCCCCCCCCC)CCCCCCCCCC)CCCCCCCC(=O)N(CCCCCCCCCC)CCCCCCCCCC